cyclobutyl-2-methylbenzoate C1(CCC1)OC(C1=C(C=CC=C1)C)=O